[Cl-].[Cl-].CC=1C(=C(C(C1)(C)[Ti+3])C)C (tetramethylcyclopentadienyl)-titanium (IV) dichloride